5-(2,6-dimethoxyphenyl)-1-(4-iodo-2-isopropylphenyl)-1H-pyrazole-3-carboxylic acid COC1=C(C(=CC=C1)OC)C1=CC(=NN1C1=C(C=C(C=C1)I)C(C)C)C(=O)O